N1=NC(=NN=C1)C1=CC=C(CNC(CCCC(=O)ON2C(CCC2=O)=O)=O)C=C1 2,5-Dioxo-1-pyrrolidinyl 5-[4-(1,2,4,5-tetrazin-3-yl)benzylamino]-5-oxopentanoate